C(C=C)O[C@@H]1[C@H]([C@@H](OC)O[C@@H]([C@@H]1OCC1=CC=CC=C1)COCC1=CC=CC=C1)OCC1=CC=CC=C1 Methyl 3-O-allyl-2,4,6-tri-O-benzyl-α-D-galactopyranoside